C(C)(C)(C)P(C1=CC=C(C=C1)N(C)C)C(C)(C)C di-tert-butyl-(4-dimethylaminophenyl)-phosphine